2,5-dimethylnaphthalen-1-ol CC1=C(C2=CC=CC(=C2C=C1)C)O